(R)-3-(3-fluoro-4-(6-(2-methyl-2H-tetrazol-5-yl)pyridin-3-yl)phenyl)-5-(1-hydroxy-2,2-difluoroethyl)oxazolidin-2-one FC=1C=C(C=CC1C=1C=NC(=CC1)C=1N=NN(N1)C)N1C(O[C@H](C1)C(C(F)F)O)=O